C12CCCC(CC1)N2C2=NC=C(C(=N2)NC2=CC=1C3=C(C(N(C1C=C2)C)=O)C(OC[C@@H](N3)C3CC3)=O)Cl (2S)-10-((2-(8-azabicyclo[3.2.1]octan-8-yl)-5-chloropyrimidin-4-yl)amino)-2-cyclopropyl-7-methyl-2,3-dihydro-[1,4]oxazepino[6,5-c]quinoline-5,6(1H,7H)-dione